hydroxy-4-methoxybiphenyl OC1=C(C=CC(=C1)OC)C1=CC=CC=C1